(S)-4-(difluoromethyl)-N-(2-(3,4-dimethylpiperazin-1-yl)-5-(phenylethynyl)phenyl)-6-oxo-1,6-dihydropyridine-3-carboxamide FC(C=1C(=CNC(C1)=O)C(=O)NC1=C(C=CC(=C1)C#CC1=CC=CC=C1)N1C[C@@H](N(CC1)C)C)F